(3aR,6aR,Z)-4-(methoxymethylene)hexahydrocyclopenta[c]pyrrole-2(1H)-carboxylic acid tert-butyl ester C(C)(C)(C)OC(=O)N1C[C@H]2[C@@H](C1)\C(\CC2)=C/OC